1,1-dideutero-prop-2-yn-1-amine [2H]C(C#C)(N)[2H]